C(C)(C)C1=NN(C(C2=CC=3C=CSC3N12)=O)CC(=O)NC1C[C@H]2CN([C@@H]1C2)C(=O)OC(C)(C)C tert-butyl (1R,4R)-6-[[2-(12-isopropyl-9-oxo-3-thia-1,10,11-triazatricyclo[6.4.0.02,6]dodeca-2(6),4,7,11-tetraen-10-yl)acetyl]amino]-2-azabicyclo[2.2.1]heptane-2-carboxylate